[2,2':6',2''-terpyridine]-4'-carboxylate N1=C(C=CC=C1)C1=NC(=CC(=C1)C(=O)[O-])C1=NC=CC=C1